(R)-2-methyl-3-(4-(trifluoromethoxy)phenoxy)propane-1,2-diol C[C@@](CO)(COC1=CC=C(C=C1)OC(F)(F)F)O